OC1=CC(=C(C=C1)C=1C=C(C=CC1)CN1[C@H](CCC1)C(=O)N[C@@H](C)C1=CC=C(C(=O)OC)C=C1)C methyl 4-[(1S)-1-[[(2R)-1-[[3-(4-hydroxy-2-methyl-phenyl)phenyl]methyl]pyrrolidine-2-carbonyl]amino]ethyl]benzoate